Tert-butyl (3S)-3-[[4-[1-(benzenesulfonyl)-6-(fluoromethylsulfonyl)indol-3-yl]-5-(trifluoromethyl)pyrimidin-2-yl]amino]piperidine-1-carboxylate C1(=CC=CC=C1)S(=O)(=O)N1C=C(C2=CC=C(C=C12)S(=O)(=O)CF)C1=NC(=NC=C1C(F)(F)F)N[C@@H]1CN(CCC1)C(=O)OC(C)(C)C